N-methyl-D-methionine CN[C@H](CCSC)C(=O)O